2-[1-[(2,3-dichlorophenyl)methyl]-5-oxo-pyrrolidin-2-yl]-N-(dimethylsulfamoyl)acetamide ClC1=C(C=CC=C1Cl)CN1C(CCC1=O)CC(=O)NS(N(C)C)(=O)=O